ClC(CO)(C1=CC=CC=C1)O Chlorophenylethylene glycol